6-[4-fluoro-2-[5-fluoro-2-(methylsulfanyl)phenyl]pyrrolidin-1-yl]-N-{1-[(3-hydroxyphenyl)methyl]piperidin-4-yl}imidazo[1,2-b]pyridazine-3-carboxamide FC1CC(N(C1)C=1C=CC=2N(N1)C(=CN2)C(=O)NC2CCN(CC2)CC2=CC(=CC=C2)O)C2=C(C=CC(=C2)F)SC